((2-(2,6-difluoro-4-(methylcarbamoyl) phenyl)-7-vinylimidazo[1,2-a]pyridin-3-yl) methyl) morpholine-4-carboxylate N1(CCOCC1)C(=O)OCC1=C(N=C2N1C=CC(=C2)C=C)C2=C(C=C(C=C2F)C(NC)=O)F